C(#N)C=1C=CC(=NC1)NC1CN(C1)C(CCN(C(OC(C)(C)C)=O)C)=O tert-butyl N-[3-[3-[(5-cyano-2-pyridyl)amino]azetidin-1-yl]-3-oxo-propyl]-N-methyl-carbamate